2-((6-methoxy-2-(2-methoxyimidazo[2,1-b][1,3,4]thiadiazol-6-yl)pyrazolo[1,5-a]pyridin-4-yl)oxy)-N-(pyridin-3-ylmethyl)acetamide COC=1C=C(C=2N(C1)N=C(C2)C=2N=C1SC(=NN1C2)OC)OCC(=O)NCC=2C=NC=CC2